2,6-dimethoxy-N-(4-methoxy-6-(3-(4-propioloylpiperazin-1-yl)phenyl)isoxazolo[5,4-b]pyridin-3-yl)benzenesulfonamide COC1=C(C(=CC=C1)OC)S(=O)(=O)NC1=NOC2=NC(=CC(=C21)OC)C2=CC(=CC=C2)N2CCN(CC2)C(C#C)=O